NCC(O)C1CN(CCC1)C(=O)OC(C)(C)C tert-butyl 3-(2-amino-1-hydroxyethyl)piperidine-1-carboxylate